4-ethynyl-5-methyl-1-(p-tolyl)-1H-imidazole-2-carboxamide C(#C)C=1N=C(N(C1C)C1=CC=C(C=C1)C)C(=O)N